3-(2-fluorophenyl)-1-methyl-1H-indazole-7-carbaldehyde FC1=C(C=CC=C1)C1=NN(C2=C(C=CC=C12)C=O)C